tert-butyl 3-(3-(1-(4-cyclobutoxyphenyl)cyclopropyl)-1,2,4-oxadiazol-5-yl)-2-(diethoxyphosphoryl)propanoate C1(CCC1)OC1=CC=C(C=C1)C1(CC1)C1=NOC(=N1)CC(C(=O)OC(C)(C)C)P(=O)(OCC)OCC